[Mg+2].C(CC(O)(C(=O)[O-])CC(=O)[O-])(=O)[O-].C(CC(O)(C(=O)[O-])CC(=O)[O-])(=O)[O-].[Mg+2].[Mg+2] citric acid magnesium salt